C(=O)O.C1=C(C=CC2=CC=CC=C12)O naphthalene-2-ol formate salt